NCCNCCC[Si](OC)(OC)OC N-beta-aminoethyl-gamma-aminopropyltrimethoxysilane